CC(C#N)(\C(=C/C1=CC=CC=C1)\C1=CC=CC=C1)C (Z)-2,2-dimethyl-3,4-diphenylbut-3-enenitrile